ClC=1C=C(C=CC1F)[C@H](C=1C=CC=2N(C1)C=C(N2)C(F)(F)F)C2(N(CCNC2=O)C(=O)N)C ((R)-(3-chloro-4-fluorophenyl)(2-(trifluoromethyl)imidazo[1,2-a]pyridin-6-yl)methyl)-2-methyl-3-oxopiperazine-1-carboxamide